C(C)(C)(C)OC(=O)N1CC2(C1)OCC(C2)N2CCC(CC2)C2=C(C=CC(=C2)F)OCC2=CC=CC=C2 7-(4-(2-(benzyloxy)-5-fluorophenyl)piperidin-1-yl)-5-oxa-2-azaspiro[3.4]octane-2-carboxylic acid tert-butyl ester